C(#N)C1(CCN(CC1)C(=O)NC=1SC(=C(N1)C1=CC(=CC=C1)C#N)C1=CC(=NC(=C1)C)CO)C 4-Cyano-N-[4-(3-cyanophenyl)-5-[2-(hydroxymethyl)-6-methyl-4-pyridyl]thiazol-2-yl]-4-methyl-piperidine-1-carboxamide